((1-(2,8-dimethyl-1-oxo-3-(piperidin-1-yl)-1,2-dihydropyridazino[1,2-a][1,2,4]triazin-6-yl)ethyl)amino)benzoic acid CN1C(N2N(C=C1N1CCCCC1)C(=CC(=C2)C)C(C)NC2=C(C(=O)O)C=CC=C2)=O